ClC1=NC=C(C(=N1)N(CC(C(=O)OCC)(F)F)C1CCC1)[N+](=O)[O-] ethyl 3-((2-chloro-5-nitropyrimidin-4-yl) (cyclobutyl) amino)-2,2-difluoropropionate